C(C)(C)(C)OC(=O)N1CC(C1)CN(C(=O)N1[C@H](C2=CC=CC=C2CC1)C1=CC=C(C=C1)F)C (S)-3-((1-(4-fluorophenyl)-N-methyl-1,2,3,4-tetrahydroisoquinoline-2-carboxamido)methyl)azetidine-1-carboxylic acid tert-butyl ester